FC1(CN(CCC1)CC[C@@H](CC(=O)O)NC(=O)C1=NN(C(=C1)C1=C(C=CC=C1)C(F)(F)F)C=1SC=CN1)F (3S)-5-(3,3-difluoropiperidin-1-yl)-3-{[1-(1,3-thiazol-2-yl)-5-[2-(trifluoromethyl)phenyl]-1H-pyrazol-3-yl]formamido}pentanoic acid